(2S)-4-(5-(3-((2-((S)-3-carboxybutanoyl)-4-chloro-6-methoxy-3-methylisoindolin-5-yl)oxy)propoxy)-6-methoxyisoindolin-2-yl)-2-methyl-4-oxobutanoic acid C(=O)(O)[C@H](CC(=O)N1CC2=CC(=C(C(=C2C1C)Cl)OCCCOC=1C=C2CN(CC2=CC1OC)C(C[C@@H](C(=O)O)C)=O)OC)C